O=C1NCCC(C1)C1=CC=C(C#N)C=C1 4-(2-oxopiperidin-4-yl)benzonitrile